COC=1C=C(C=C(C1)C1=CC=CC=C1)[C@H](CC(=O)[O-])NC(=O)NC=1C(N(C=CC1[O-])C)=O.[Na+].[Na+] sodium (S)-3-(5-methoxybiphenyl-3-yl)-3-(3-(1-methyl-4-oxido-2-oxo-1,2-dihydropyridin-3-yl) ureido)propanoate